ClC1=CC=C(C=C1)[C@@H](NC(=O)[C@@H]1CNC(O1)=O)C1=NC=C(C=C1)F (S)-N-((R)-(4-chlorophenyl)(5-fluoropyridin-2-yl)methyl)-2-oxooxazolidine-5-carboxamide